(S)-3-amino-6-(4-(2-(3,5-difluorophenyl)-2-hydroxyacetamido)-2-ethylphenyl)-N-(oxetan-3-yl)pyrazine-2-carboxamide NC=1C(=NC(=CN1)C1=C(C=C(C=C1)NC([C@@H](O)C1=CC(=CC(=C1)F)F)=O)CC)C(=O)NC1COC1